Trans-4-[3-(fluoromethyl)azetidin-1-yl]cyclohexylamine dihydrochloride Cl.Cl.FCC1CN(C1)[C@@H]1CC[C@H](CC1)N